ethyl 4-cyano-2-methylquinoline-6-carboxylate C(#N)C1=CC(=NC2=CC=C(C=C12)C(=O)OCC)C